[(9aS)-3-[4-Fluoro-3-(1-methylpyrrol-3-yl)phenyl]-3,4,6,7,9,9a-hexahydro-1H-pyrazino[2,1-c][1,4]oxazin-8-yl]-(2-chloro-3-methoxyphenyl)methanon FC1=C(C=C(C=C1)C1CN2[C@H](CO1)CN(CC2)C(=O)C2=C(C(=CC=C2)OC)Cl)C2=CN(C=C2)C